pyridine-4-ol N1=CC=C(C=C1)O